Cl.[2H]C(C)([2H])[C@H]1C[C@H](NCC1)C1=CC=CC=C1 |r| rac-(2S,4r)-4-(1,1-dideuteroethyl)-2-phenyl-piperidine hydrochloride